3-[(7-chloro-5-fluoro-1,1-dimethyl-3-oxo-isoindolin-4-yl)amino]-4-[[(1R)-1-(4,5-dimethyl-2-furyl)-2,2-dimethyl-propyl]amino]cyclobut-3-ene-1,2-dione ClC=1C=C(C(=C2C(NC(C12)(C)C)=O)NC=1C(C(C1N[C@H](C(C)(C)C)C=1OC(=C(C1)C)C)=O)=O)F